OC1=CC=C(C=C1)C(C)(C)C1=CC=C(C=C1)O 2,2-Di(4-hydroxyphenyl)-propan